C123CCNC4CC=5C=CC=C(OC1CCCC42)C35 12-oxa-4-azapentacyclo[9.6.1.01,13.05,17.07,18]octadeca-7(18),8,10-trien